Methyl 5-chloro-1-(3-methoxy-3-oxopropyl)-4-(3-(((4-methoxybenzyl)oxy)methyl)-1,5-dimethyl-1H-pyrazol-4-yl)-3-ethyl-1H-indole-2-carboxylate ClC=1C(=C2C(=C(N(C2=CC1)CCC(=O)OC)C(=O)OC)CC)C=1C(=NN(C1C)C)COCC1=CC=C(C=C1)OC